N-(3-chloro-5-(methylsulfonamido)phenyl)-1-(3-((3,5-difluorobenzyl)oxy)-5-(2-oxa-6-azaspiro[3.3]heptan-6-yl)pyridin-2-yl)-1H-pyrazole-4-carboxamide ClC=1C=C(C=C(C1)NS(=O)(=O)C)NC(=O)C=1C=NN(C1)C1=NC=C(C=C1OCC1=CC(=CC(=C1)F)F)N1CC2(COC2)C1